(E)-tert-butyl 4-(3-oxo-3-(2-oxo-5,6-dihydropyridin-1(2H)-yl)-2-phenylprop-1-enyl)piperidine-1-carboxylate O=C(/C(=C/C1CCN(CC1)C(=O)OC(C)(C)C)/C1=CC=CC=C1)N1C(C=CCC1)=O